C1(CC1)S(=O)(=O)N1CC2=CC(=CC=C2CC1)OC1=CC=C(C=C1)C(F)(F)F 2-(cyclopropylsulfonyl)-7-(4-(trifluoromethyl)-phenoxy)-1,2,3,4-tetra-hydroisoquinoline